N-(3-methylbenzyl)-2-chloro-9H-purin-6-amine CC=1C=C(CNC2=C3N=CNC3=NC(=N2)Cl)C=CC1